2-(methylthio)-7,8-dihydro-6H-thiopyrano[3,2-d]pyrimidine CSC=1N=CC2=C(N1)CCCS2